bromo-5-(piperidin-1-yl)-1,3-thiazole-4-carboxylic acid ethyl ester C(C)OC(=O)C=1N=C(SC1N1CCCCC1)Br